ClC1=NC=C(C(=O)NOCC)C(=C1)NC1=C(C=C(C(=C1)F)C)N(S(=O)(=O)C)C 6-chloro-N-ethoxy-4-((4-methyl-5-fluoro-2-(N-methylmethanesulfonamido)phenyl)amino)nicotinamide